4-aminomethyl-piperidine-1-carboxylic acid allyl ester C(C=C)OC(=O)N1CCC(CC1)CN